C(N1N=CC2=CC(=CC=C12)C1=C(N=C2N1C=CC=N2)C2=NC(=CC=C2)C)([2H])([2H])[2H] 3-(1-(methyl-d3)-1H-indazol-5-yl)-2-(6-methylpyridin-2-yl)imidazo[1,2-a]-pyrimidine